IC1CC2(CN(C2)C(=O)OCCCC)C1 butyl 6-iodo-2-azaspiro[3.3]heptane-2-carboxylate